4-(2-(((R)-((S)-7-(4-fluoro-3-(pyrrolidine-1-carbonyl)phenyl)-2,3-dihydro-1H-pyrido[2,3-b][1,4]oxazin-3-yl)(phenyl)methyl)amino)ethyl)benzonitrile dihydrochloride Cl.Cl.FC1=C(C=C(C=C1)C1=CC2=C(O[C@@H](CN2)[C@@H](C2=CC=CC=C2)NCCC2=CC=C(C#N)C=C2)N=C1)C(=O)N1CCCC1